(S)-3-(4-((3-(3-chloro-4-hydroxyphenyl)-1-cyclopentyl-1H-indazol-6-yl)methoxy)phenyl)butanoic acid ClC=1C=C(C=CC1O)C1=NN(C2=CC(=CC=C12)COC1=CC=C(C=C1)[C@H](CC(=O)O)C)C1CCCC1